6-(Cyclopropyl-methoxy)benzo[d]isoxazol-3-amine C1(CC1)COC1=CC2=C(C(=NO2)N)C=C1